C=1(C(CC=CC1)=O)C1=CC=CC=C1 [1,1'-biphenyl]-2-One